(E)-(5H-benzo[e]pyrrolo[1,2-a][1,4]diazepin-10(11H)-yl)(2-chloro-4-(p-tolyldiazenyl)phenyl)methanone tert-butyl-(1S,2S)-2-((3-hydroxypropoxy)methyl)cyclopropane-1-carboxylate C(C)(C)(C)OC(=O)[C@@H]1[C@H](C1)COCCCO.C=1C=CN2C1CN(C1=C(C2)C=CC=C1)C(=O)C1=C(C=C(C=C1)\N=N\C1=CC=C(C=C1)C)Cl